COCCNCC(=O)OCCNCC(=O)OCCOCCOCCOCCOCC(COCCCCCCCC(=O)OC\C=C/CCCCCC)OCCCCCCCC(=O)OC\C=C/CCCCCC [(Z)-non-2-enyl] 8-[3-[2-[2-[2-[2-[2-[2-[2-(2-methoxyethylamino)acetyl]oxyethylamino]acetyl]oxyethoxy]ethoxy]ethoxy]ethoxy]-2-[8-[(Z)-non-2-enoxy]-8-oxo-octoxy]propoxy]octanoate